CO[Si](CCCNCN1C=NC(=C1)C)(OC)OC 1-[3-trimethoxysilylpropylaminomethyl]-4-methylimidazole